C1(=CC=CC=C1)C#CC1=NC=CC=C1 2-(phenylethynyl)pyridine